C(CC(O)(C(=O)[O-])CC(=O)[O-])(=O)[O-].[Na+].[Na+].[Na+] Sodium Citrat